3-(((tert-butyldimethylsilyl)oxy)methyl)-1-propyl-1H-pyrazol-5-amine [Si](C)(C)(C(C)(C)C)OCC1=NN(C(=C1)N)CCC